4,4-dithiole C=1C=CSC1